FC1=CC(=C(C=C1C=1C=NC(=NC1)N1CCOCC1)NC(C1=CC=C(C=C1)OC)=O)N1C[C@H](N([C@H](C1)C)C)C |r| N-[4-fluoro-5-(2-morpholin-4-ylpyrimidin-5-yl)-2-[rac-(3R,5S)-3,4,5-trimethylpiperazin-1-yl]phenyl]-4-methoxybenzamide